2-[6-(bromomethyl)-5-fluoro-3-pyridinyl]-5-(difluoromethyl)-1,3,4-oxadiazol BrCC1=C(C=C(C=N1)C=1OC(=NN1)C(F)F)F